C[C@H]1CC=2C(=NC3=CC(=CC=C3C2)CC[C@@H]2S[C@H]([C@@H]([C@@H]2O)O)N2C=CC3=C2N=CN=C3C)N1 |o1:1| (2S,3S,4R,5R)-2-(2-((S or R)-2-methyl-2,3-dihydro-1H-pyrrolo[2,3-b]quinolin-7-yl)ethyl)-5-(4-methyl-7H-pyrrolo[2,3-d]pyrimidin-7-yl)tetrahydrothiophene-3,4-diol